BrCC1=CC(=NC=C1C(=O)OC)Cl methyl 4-(bromomethyl)-6-chloronicotinate